C(C)(C)(C)OC(=O)N(C/C=C/C(=O)NOCC)CCCCN1C2=C(CCC3=C1C=CC=C3)C=CC(=C2)Cl (E)-4-{tert-butoxycarbonyl-[4-(3-chloro-10,11-dihydro-5H-dibenzo[b,f]azepin-5-yl)butylamino]}-N-ethoxy-but-2-enamide